The molecule is an acyl-CoA(4-) arising from deprotonation of the phosphate and diphosphate functions of trans-2-docosenoyl-CoA. It is a conjugate base of a trans-2-docosenoyl-CoA. CCCCCCCCCCCCCCCCCCC/C=C/C(=O)SCCNC(=O)CCNC(=O)[C@@H](C(C)(C)COP(=O)([O-])OP(=O)([O-])OC[C@@H]1[C@H]([C@H]([C@@H](O1)N2C=NC3=C(N=CN=C32)N)O)OP(=O)([O-])[O-])O